5-((S)-2-((S)-2-(4'-((1,7'-dimethyl-2'-propyl-1H,3'H-[2,5'-bibenzo[d]imidazol]-3'-yl)methyl)-[1,1'-biphenyl]-2-carboxamido)-4-methyl-pentanamido)-3-oxopropyl)-1H-imidazol-1-ium CN1C(=NC2=C1C=CC=C2)C2=CC1=C(N=C(N1CC1=CC=C(C=C1)C=1C(=CC=CC1)C(=O)N[C@H](C(=O)N[C@@H](CC1=CN=C[NH2+]1)C=O)CC(C)C)CCC)C(=C2)C